4-(1-(2-((2-((carboxymethyl)amino)-2-oxoethyl)amino)-2-oxoethyl)-5'-fluoro-3-isopropyl-1H,1'H-[4,6'-biindazol]-1'-yl)-4-oxobutanoic acid C(=O)(O)CNC(CNC(CN1N=C(C=2C(=CC=CC12)C1=C(C=C2C=NN(C2=C1)C(CCC(=O)O)=O)F)C(C)C)=O)=O